CC1=C(C(=C(C(=C1Br)C)C)Br)C 1,2,4,5-tetramethyl-3,6-dibromobenzene